NC=1C2=C(N=CN1)N(C(=C2C=2C=NC1=CC=CC=C1C2)C#CC)C21CCC(CC2)(C1)NC(=O)C1=CC=NN1C N-(4-(4-Amino-6-(propyn-1-yl)-5-(quinolin-3-yl)-7H-pyrrolo[2,3-d]pyrimidin-7-yl)-bicyclo[2.2.1]heptan-1-yl)-1-methyl-1H-pyrazole-5-carboxamide